[N+](=O)([O-])N1C(CCC1=O)=O N-nitrosuccinimide